3-fluoro-2-[4-(3-oxa-6-azabicyclo[3.1.1]heptan-6-ylmethyl)piperidin-1-yl]aniline FC=1C(=C(N)C=CC1)N1CCC(CC1)CN1C2COCC1C2